OC(CN1N=CC(=C1)N1C[C@@H](CC[C@@H]1C)C(=O)NN)(C)C (3R,6S)-1-(1-(2-hydroxy-2-methylpropyl)-1H-pyrazol-4-yl)-6-methylpiperidine-3-carbohydrazide